C(C)(C)C=1C=C(SC1)C1=C(CCC(C1)(C)C)CN1CCN(CC1)C1=CC=C(C(=O)N)C=C1 4-(4-((2-(4-isopropylthiophen-2-yl)-4,4-dimethylcyclohex-1-en-1-yl)methyl)piperazin-1-yl)benzamide